N,N-dimethylbicyclo[1.1.1]Pentane-1-carboxamide CN(C(=O)C12CC(C1)C2)C